NC=1N=C(SC1C(=O)C1=CC(=NO1)C(=O)NC(CF)CF)N(C1=CC=C(C=C1)F)[C@@H](C(=O)N)C |r| rac-5-[4-amino-2-(N-(2-amino-1-methyl-2-oxo-ethyl)-4-fluoro-anilino)thiazole-5-carbonyl]-N-[2-fluoro-1-(fluoromethyl)ethyl]isoxazole-3-carboxamide